C(C)OC(=O)C1=C(N=CN1N)Br amino-4-bromo-1H-imidazole-5-carboxylic acid ethyl ester